4-((8-(6-bromo-4-fluorobenzo[d]thiazol-2-yl)-8-azabicyclo[3.2.1]octan-3-yloxy)methyl)-5-cyclopropyl-3-(2-(trifluoromethoxy)phenyl)isoxazole BrC1=CC2=C(N=C(S2)N2C3CC(CC2CC3)OCC=3C(=NOC3C3CC3)C3=C(C=CC=C3)OC(F)(F)F)C(=C1)F